C(C)(C)(C)OC(=O)N1CC2=CC=C(C=C2CC1)N tert-butyl-6-amino-3,4-dihydro-1H-isoquinoline-2-carboxylate